CC1=C(OC(C(=O)OCC)(C)C)C(=CC(=C1)C(C)N1N=CN(C1=O)C1=CC=C(C=C1)OC(F)(F)F)C Ethyl 2-(2,6-dimethyl-4-(1-(5-oxo-4-(4-(trifluoromethoxy) phenyl)-4,5-dihydro-1H-1,2,4-triazol-1-yl) ethyl) phenoxy)-2-methylpropionate